3-(5-((3,8-diazabicyclo[3.2.1]octane-8-yl)methyl)-1-oxoisoindoline-2-yl)piperidine C12CNCC(CC1)N2CC=2C=C1CN(C(C1=CC2)=O)C2CNCCC2